dec-9-en-1-yl 2-hydroxybenzoate OC1=C(C(=O)OCCCCCCCCC=C)C=CC=C1